C(C)(C)(C)OC(=O)N1CCN(CC1)C1=NC(=C(C=C1)C1=CN(C(C(=C1)C)=O)C)CC 4-[5-(1,5-dimethyl-6-oxo-3-pyridinyl)-6-ethyl-2-pyridinyl]piperazine-1-carboxylic acid tert-butyl ester